N-(4-(6-fluoro-3,4-dihydroisoquinolin-2(1H)-yl)-2,6-dimethylphenyl)-4-methyl-oxazol-2-amine FC=1C=C2CCN(CC2=CC1)C1=CC(=C(C(=C1)C)NC=1OC=C(N1)C)C